C(C1=CC=CC=C1)OC1=C(C=C(C=C1)Br)C(C(F)F)=O 1-(2-(benzyloxy)-5-bromophenyl)-2,2-difluoroethan-1-one